Diethyl ((6-((7,9-difluoro-2-methyl-5H-pyrimido[5,4-b]indol-5-yl)methyl)pyridin-3-yl)methyl)phosphonate FC=1C=C(C=2C3=C(N(C2C1)CC1=CC=C(C=N1)CP(OCC)(OCC)=O)C=NC(=N3)C)F